COC1=C(C=CC=C1)NC1=C2N=C(NC2=NC=N1)\C=C\C1=CC(=C(C=C1)OC)OC (E)-N-(2-methoxyphenyl)-8-(3,4-dimethoxystyryl)-9H-purin-6-amine